C(C1CO1)OCCCCCCCCCCCCCC Tetradecyl Glycidyl Ether